C(C)N(C=1SC=2C(N(CC(C2N1)C)CC(=O)OCC)=O)CC1=CC=C(C=C1)OC Ethyl 2-(2-(ethyl(4-methoxybenzyl)amino)-7-methyl-4-oxo-6,7-dihydrothiazolo[5,4-c]pyridin-5(4H)-yl)acetate